(S)-N-(2-((3-chloro-5-trifluoromethylpyridin-2-yl)oxy)propyl)-5-chloro-6-difluoromethylpyrimidin-4-amine ClC=1C(=NC=C(C1)C(F)(F)F)O[C@H](CNC1=NC=NC(=C1Cl)C(F)F)C